COC1=C(C=C(C=C1)OC)C=1NC2=CC=CC=C2C1C=O 2-(2,5-DIMETHOXYPHENYL)-1H-INDOLE-3-CARBALDEHYDE